1,2-dibromotetrafluorobenzene BrC1=C(C(=C(C(=C1F)F)F)F)Br